FC(OC1=C(C#N)C(=CC(=C1)C1=CN=C2N1C=CC(=C2)NCC(C)(C)O)OC)F 2-(difluoromethoxy)-4-(7-((2-hydroxy-2-methylpropyl)amino)imidazo[1,2-a]pyridin-3-yl)-6-methoxybenzonitrile